N-methyl-3,4-dihydroisoquinoline-2(1H)-methanesulfonamide CNS(=O)(=O)CN1CC2=CC=CC=C2CC1